dipyridylcycloundecane-3-one N1=C(C=CC=C1)C1(CC(CCCCCCCC1)=O)C1=NC=CC=C1